FC1(CCC(CC1)C1=CC(=NC(=N1)C1=CN=CN1C)C(=O)NC=1C=NC(=CC1)C(F)F)F 6-(4,4-Difluorocyclohexyl)-N-(6-(difluoromethyl)pyridin-3-yl)-2-(1-methyl-1H-imidazol-5-yl)pyrimidine-4-carboxamide